Tert-butyl (2-(benzo[d][1,3]dioxol-4-ylamino)-6-(phenylcarbamoyl)pyridin-4-yl)carbamate O1COC2=C1C=CC=C2NC2=NC(=CC(=C2)NC(OC(C)(C)C)=O)C(NC2=CC=CC=C2)=O